1-(4-chlorobenzyl)-3-(4-(tetrahydrofuran-3-yl)phenyl)urea ClC1=CC=C(CNC(=O)NC2=CC=C(C=C2)C2COCC2)C=C1